N1CC(CC1)NCC1=NN=CS1 5-{[(pyrrolidin-3-yl)amino]methyl}-1,3,4-thiadiazol